C(CC(CCN)O)C(CCN)O 1,8-diamino-3,6-dioxyoctane